C(C)N1C(SC2=C1C=C(C(=C2)C2=C(C=CC(=C2)C=2C1=C(N=NC2)N(C=N1)CC)F)OC)=O 3-Ethyl-6-(5-(7-ethyl-7H-imidazo[4,5-c]pyridazin-4-yl)-2-fluorophenyl)-5-methoxybenzo[d]thiazol-2(3H)-one